2-(4-methanesulfonylpiperazin-1-yl)ethan-1-amine CS(=O)(=O)N1CCN(CC1)CCN